N1C[C@H](CCC1)NC1=NC=2N(C(=C1)NCC1=CC=C(C=C1)C1=NC=CC=C1)N=CC2C#N (S)-5-(piperidin-3-ylamino)-7-((4-(pyridin-2-yl)benzyl)amino)pyrazolo[1,5-a]pyrimidine-3-carbonitrile